FCCOC1=CC=C(C(=O)N2CCN(CC2)C(=O)OC(C)(C)C)C=C1 tert-butyl 4-(4-(2-fluoroethoxy)benzoyl)piperazine-1-carboxylate